N-[3-chloro-4-[[1-(2-hydroxyethyl)-2-methyl-pyrazol-2-ium-4-yl]methylcarbamoyl]phenyl]-5-(2,3-difluoro-4-methoxy-phenyl)-1-methyl-imidazole-2-carboxamide ClC=1C=C(C=CC1C(NCC=1C=[N+](N(C1)CCO)C)=O)NC(=O)C=1N(C(=CN1)C1=C(C(=C(C=C1)OC)F)F)C